N[C@@H](C(=O)O)CC1=CC=C(C=C1)OC (2R)-2-amino-3-(4-methoxyphenyl)propanoic acid